tert-butyl (4R)-2-(3,5-difluoro-2-hydroxyphenyl)-4-hydroxypyrrolidine-1-carboxylate FC=1C(=C(C=C(C1)F)C1N(C[C@@H](C1)O)C(=O)OC(C)(C)C)O